FC([C@H](OC)C1=C2C(=NC=C1N)SC(=N2)C)F (R)-7-(2,2-difluoro-1-methoxyethyl)-2-methylthiazolo[5,4-b]pyridin-6-amine